1,3-bis(3-aminophenyl)urea NC=1C=C(C=CC1)NC(=O)NC1=CC(=CC=C1)N